trimethyl-((4-vinylphenyl)ethynyl)silane C[Si](C#CC1=CC=C(C=C1)C=C)(C)C